6-chloro-3-fluoro-2-(4-(tetrahydro-2H-pyran-2-yl)-4H-1,2,4-triazol-3-yl)pyridine Diallyl-diphenate C(C=C)OC(C=1C(=CC=CC1)C=1C(C(=O)OCC=C)=CC=CC1)=O.ClC1=CC=C(C(=N1)C1=NN=CN1C1OCCCC1)F